CN(C1CC(C1)NC=1N=CC2=C(N1)C(=NC(=C2)C#N)NC(C)C)C 2-(((1r,3r)-3-(dimethylamino)cyclobutyl)amino)-8-(isopropylamino)pyrido[3,4-d]pyrimidine-6-carbonitrile